1-Formyl-2-azabicyclo[2.1.1]hexane-2-carboxylate C(=O)C12N(CC(C1)C2)C(=O)[O-]